4-(7-(6-(bis(4-methoxybenzyl)amino)-3-fluoro-4-methylpyridin-2-yl)-6-chloroquinazolin-4-yl)piperazine-1-carboxylic acid tert-butyl ester C(C)(C)(C)OC(=O)N1CCN(CC1)C1=NC=NC2=CC(=C(C=C12)Cl)C1=NC(=CC(=C1F)C)N(CC1=CC=C(C=C1)OC)CC1=CC=C(C=C1)OC